CN(C1CCN(CC1)CC=1C=C(C=C(C1)C(F)(F)F)NC(=O)C1=CSC=2CN(CCC21)C(=O)C2=CN=C1N2C=CC=C1)C N-(3-((4-(dimethylamino)-piperidin-1-yl)methyl)-5-(trifluoromethyl)phenyl)-6-(imidazo[1,2-a]pyridine-3-carbonyl)-4,5,6,7-tetra-hydrothieno[2,3-c]pyridine-3-carboxamide